FC1=CC(=CC=2N(C(=NC21)C)C(C)C)C=2N=C(C1=C(N2)NC=C1)C=1C=NN(C1)C (4-fluoro-1-isopropyl-2-methyl-1H-benzo[d]imidazol-6-yl)-4-(1-methyl-1H-pyrazol-4-yl)-7H-pyrrolo[2,3-d]pyrimidine